C1=NC=CC2=C1OC1=C([C@H](C2)CNC)C=CC=C1 |o1:9| (S*)-1-(5,6-dihydrobenzo[6,7]oxepino[2,3-c]pyridin-6-yl)-N-methylmethanamine